tert-butyl 4-(((trifluoromethyl) sulfonyl) oxy)-5,6-dihydropyridine-1(2H)-carboxylate FC(S(=O)(=O)OC1=CCN(CC1)C(=O)OC(C)(C)C)(F)F